The molecule is an organophosphate oxoanion that is the conjugate base of archaeal dolichyl N-acetyl-alpha-D-glucosaminyl phosphate arising from deprotonation of the phosphate OH group; major species at pH 7.3. Dolichol used by archaea is is generally much shorter (C55-C60) than that used by eukaryotes and may have additional saturation positions in the chain. It derives from an archaeal dolichol. CC(C)CCC/C(=C/CC/C(=C/CC/C(=C\\CCC(C)CCOP(=O)([O-])O[C@@H]1[C@@H]([C@H]([C@@H]([C@H](O1)CO)O)O)NC(=O)C)/C)/C)/C